bis(n-decyl) (n-octyl) trimellitate C(C=1C(C(=O)OCCCCCCCC)=CC(C(=O)OCCCCCCCCCC)=CC1)(=O)OCCCCCCCCCC